ClCCCC/C=C/CB1OC(CN(CC(O1)=O)C)=O (E)-2-(7-chlorohept-2-en-1-yl)-6-methyl-1,3,6,2-dioxazaborocan-4,8-dione